O1CN(CC1)CCO 2-(oxazolidine-3-yl)ethanol